non-7-ene CCCCCCC=CC